(R)-N-((1R)-1-(8-bromo-6-(1-fluoroethyl)imidazo[1,2-a]pyridin-2-yl)ethyl)-2-methylpropane-2-sulfinamide BrC=1C=2N(C=C(C1)C(C)F)C=C(N2)[C@@H](C)N[S@](=O)C(C)(C)C